N(=[N+]=[N-])CCCCCCN 6-azidohexan-1-amine